ISOINDOL-7-ON C=1N=CC2=CC=CC(C12)=O